C(C=1C(O)=CC=CC1)(=O)OCCCCCC hexyl salicylat